N1=C(C=NC=C1)C1=CC=C(C[N+]2=NOC(=C2)[N-]C(NC2=CC(=CC=C2)C(F)(F)F)=O)C=C1 (3-(4-(pyrazin-2-yl)benzyl)-1,2,3-oxadiazol-3-ium-5-yl)((3-(trifluoromethyl)phenyl)carbamoyl)amide